CC1=NC(=NO1)C=1C=C(C(=O)NCCN2C(C=3N(CC2)C2=C(C3)C(=NC=C2)OCC(F)(F)F)=O)C=CC1 3-(5-Methyl-1,2,4-oxadiazol-3-yl)-N-(2-(9-oxo-1-(2,2,2-trifluoroethoxy)-6,7-dihydropyrido[3',4':4,5]pyrrolo[1,2-a]pyrazin-8(9H)-yl)ethyl)benzamide